COC1=CC=C(C=C1)N1N=CC(=C1N)C(=O)OCC ethyl 1-(4-methoxyphenyl)-5-amino-1H-pyrazole-4-carboxylate